3,3-dimethylpentene CC(C=C)(CC)C